ethyl 5-chloro-4-(2-((1,1-difluoropropan-2-yl)amino)ethyl)-1-(2,4,5-trifluorobenzyl)-1H-pyrazole-3-carboxylate ClC1=C(C(=NN1CC1=C(C=C(C(=C1)F)F)F)C(=O)OCC)CCNC(C(F)F)C